Br[C-]1NN(CC1=O)C1=NC=CC=C1Cl 3-Bromo-1-(3-chloropyridin-2-yl)-3-pyrazolidone